C1(=CC(=CC(=C1)C(=O)O)C(=O)NN)C(=O)NN 1,3,5-benzenetricarboxylic acid dihydrazide